COC(=O)C1=NC(=CC(=C1C1=CC=C(C=C1)F)Cl)F 4-chloro-3-(4-fluorophenyl)-6-fluoro-2-pyridinecarboxylic acid methyl ester